CC1=NC(=NC(=C1)C#C[Si](C(C)C)(C(C)C)C(C)C)C(=O)OC methyl 4-methyl-6-((triisopropylsilyl)ethynyl)pyrimidine-2-carboxylate